γ-methacryl-oxypropylmethyldipropoxysilane C(=O)(C(=C)C)OCCC[Si](OCCC)(OCCC)C